tert-butyl (2-(3-(imino(1,3,3-trimethyl-2-oxo-2,3-dihydro-1H-pyrrolo[2,3-c]pyridin-5-yl)methyl)thioureido)-5-(trifluoromethyl)pyridin-3-yl)(methyl)carbamate N=C(NC(NC1=NC=C(C=C1N(C(OC(C)(C)C)=O)C)C(F)(F)F)=S)C=1C=C2C(=CN1)N(C(C2(C)C)=O)C